ClC1=NC=C(C(=C1)O)F 2-chloro-5-fluoropyridin-4-ol